BrC=1C=C(CNC2=C3N=CN(C3=NC(=N2)C=2C=NC=C(C2)Cl)[C@H]2[C@@H]([C@@H]([C@H](O2)C(=O)NC)O)O)C=CC1 (2S,3S,4R,5R)-5-(6-((3-bromobenzyl))amino-2-(5-chloropyridin-3-yl)-9H-purin-9-yl)-3,4-dihydroxyl-N-methyltetrahydrofuran-2-carboxamide